cyclohexylsulfonyl-(2-trifluoromethylphenylsulfonyl)diazomethane ethyl-3-(4-((3-(2H-benzo[d][1,2,3]triazol-2-yl)-2-hydroxy-5-methylbenzyl)(methyl)amino)phenyl)-2-cyanoacrylate C(C)OC(C(=CC1=CC=C(C=C1)N(C)CC1=C(C(=CC(=C1)C)N1N=C2C(=N1)C=CC=C2)O)C#N)=O.C2(CCCCC2)S(=O)(=O)C(=[N+]=[N-])S(=O)(=O)C2=C(C=CC=C2)C(F)(F)F